Tert-butyl (R)-4-((3-(3-(3,4-dimethoxyphenyl)-1-hydroxypropyl) phenyl) amino)-4-oxobutanoate COC=1C=C(C=CC1OC)CC[C@@H](O)C=1C=C(C=CC1)NC(CCC(=O)OC(C)(C)C)=O